FC1=CC=C(C=C1)[C@H]1C(O[C@@H]([C@@H]([C@@H]1O)O)CO)O (3R,4R,5R,6R)-3-(4-fluorophenyl)-6-(hydroxymethyl)tetrahydro-2H-pyran-2,4,5-triol